methyl (E)-6-bromo-2-(2-(dimethylamino)vinyl)-3-nitrobenzoate BrC1=CC=C(C(=C1C(=O)OC)\C=C\N(C)C)[N+](=O)[O-]